Cl.COC=1C=C(C=CC1)C=1N=C(C2=C(C=NNC2=O)N1)NC1=CC=C(C=C1)CN1CCNCC1 2-(3-methoxyphenyl)-4-(4-(piperazin-1-ylmethyl)phenylamino)pyrimido[4,5-d]pyridazin-5(6H)-one hydrochloride